FC=1C=CC(=C2CC(NC12)=O)C 7-fluoro-4-methylindolin-2-one